C1(=CC=CC=C1)CS(=O)(=O)NC1=CC=C(C=C1)C1=NNC(=C1C(=O)N)NC1=NC=CC=C1 3-(4-(phenylmethyl-sulfonamido)phenyl)-5-(pyridin-2-ylamino)-1H-pyrazole-4-carboxamide